NC1=C2C(=NC=N1)N(N=C2C=2C=CC1=C(N=C(O1)N)C2)CC2CN(CC2)C(=O)OC(C)(C)C tert-butyl 3-[[4-amino-3-(2-amino-1,3-benzoxazol-5-yl)pyrazolo[3,4-d]pyrimidin-1-yl]methyl]pyrrolidine-1-carboxylate